COC1=CC(=C(C(=C1)OC)C=1NC=CN1)O 2-(4,6-dimethoxy-2-hydroxyphenyl)imidazole